COC(C1=CC(=C(C=C1)OCC)I)=O 3-iodo-4-ethoxybenzoic acid methyl ester